2-[(1-methyl-3-oxo-2,3-dihydro-1H-pyrazol-4-yl)amino]-4-[(1,2,3,4-tetrahydroisoquinolin-5-yl)amino]pyrimidine-5-carboxamide CN1NC(C(=C1)NC1=NC=C(C(=N1)NC1=C2CCNCC2=CC=C1)C(=O)N)=O